ClC=1C(=C(C=CC1)NC=1C(=NN2C1C(NC(C2)(C)C)=O)C2=C1C(=NC=C2)C=NS1)OC 3-[(3-chloro-2-methoxyphenyl)amino]-6,6-dimethyl-2-{[1,2]thiazolo[4,5-b]pyridin-7-yl}-5H,7H-pyrazolo[1,5-a]pyrazin-4-one